(3S)-4-[4-bromo-3-chloro-2,5-difluoro-6-[(2-isopropyl-4-methylpyridin-3-yl)oxy]benzoyl]-3-(hydroxymethyl)piperazine-1-carboxylic acid tert-butyl ester C(C)(C)(C)OC(=O)N1C[C@H](N(CC1)C(C1=C(C(=C(C(=C1OC=1C(=NC=CC1C)C(C)C)F)Br)Cl)F)=O)CO